N-cyclopropyl-6-fluoro-5-(4-((5-fluoro-2-methyl-3-oxo-8-(prop-1-yn-1-yl)-3,4-dihydroquinoxalin-6-yl)methyl)piperazin-1-yl)pyridine selenium [Se].C1(CC1)N1CC=CC(=C1F)N1CCN(CC1)CC=1C(=C2NC(C(=NC2=C(C1)C#CC)C)=O)F